NC1=NC(=C(C=2N1C(N(N2)CC=2N=COC2C)=O)C2=CC(=[N+](C(=C2)C)[O-])C)C2=CC=CC=C2 5-amino-8-(2,6-dimethyl-1-oxido-pyridin-1-ium-4-yl)-2-[(5-methyloxazol-4-yl)methyl]-7-phenyl-[1,2,4]triazolo[4,3-c]pyrimidin-3-one